1,3-dibutyryl-2-palmitoyl-Glycerol ethyl-Acetate C(C)CC(=O)O.C(CCC)(=O)OCC(OC(CCCCCCCCCCCCCCC)=O)COC(CCC)=O